C1(CC1)C(N[S@@](=O)C(C)(C)C)C1=NC(=NC=C1)SC (S)-N-(cyclopropyl-(2-(methylthio)pyrimidin-4-yl)methyl)-2-methylpropan-2-sulfinamide